methyl-3-ethyl-6-(3-methoxy-3-methylazetidin-1-yl)picolinate COC(C1=NC(=CC=C1CC)N1CC(C1)(C)OC)=O